(R)-1-(7-fluoroisochroman-1-yl)-N-methyl-methylamine FC1=CC=C2CCO[C@H](C2=C1)CNC